C(=O)(OC(C)(C)C)N[C@H]([C@H](C)CC)C(=O)O N-Boc-D-isoleucine